N-{4-[3-anilino-7-ethyl-4-oxo-4,5,6,7-tetrahydro-1H-pyrrolo[3,2-c]pyridin-2-yl]pyridin-2-yl}-4,4-difluoro-2-(4-fluorophenyl)butanamide N(C1=CC=CC=C1)C1=C(NC2=C1C(NCC2CC)=O)C2=CC(=NC=C2)NC(C(CC(F)F)C2=CC=C(C=C2)F)=O